3,3'-(2,5-dimethyl-3,6-dioxocyclohexa-1,4-diene-1,4-diyl)dipropionic acid CC1=C(C(C(=C(C1=O)CCC(=O)O)C)=O)CCC(=O)O